2-methoxy-4-methylene-1,3-dioxolane COC1OCC(O1)=C